FC(C=1C=C(C=CC1)NC1=NC(=NC(=N1)NC1=CC(=CC=C1)C(F)(F)F)NC)(F)F N,N'-bis(3-(trifluoromethyl)phenyl)-6-methylamino-[1,3,5]triazine-2,4-diamine